5-[4-(butylamino)-3-(trifluoromethyl)phenyl]-3,6-dihydro-2H-1,3,4-oxadiazin-2-one C(CCC)NC1=C(C=C(C=C1)C1=NNC(OC1)=O)C(F)(F)F